OC12C(C=3C=CSC3N=C2N(CC1)C1=CC=C(C=C1)[N+](=O)[O-])=O 9-hydroxy-12-(4-nitrophenyl)-4-thia-2,12-diazatricyclo[7.3.0.03,7]dodeca-1,3(7),5-trien-8-one